4-(4-aminophenyl)-1-(2,2-dimethoxyethyl)pyridin-2-one NC1=CC=C(C=C1)C1=CC(N(C=C1)CC(OC)OC)=O